FC1=C(SC(=C1)CO)C#N 3-fluoro-5-(hydroxymethyl)thiophene-2-carbonitrile